bis(1,2-dihydro-2-oxo-1-pyridyl)glyoxal O=C1N(C=CC=C1)C(C(=O)N1C(C=CC=C1)=O)=O